CNC(OC1=CC=C2C(C=C(OC2=C1OC(NC)=O)C1=CC=CC=C1)=O)=O 4-oxo-2-phenyl-4H-chromene-7,8-diyl bis(methylcarbamate)